CC(C=C)(CC(C)C)O 3,5-dimethyl-1-hexen-3-ol